FC=1C=C(C=CC1F)C1(CCN(CC1)C1=NC(=CC(=C1)C(=O)N1CCCCC1)C=1C(=NN(C1)C)C)O (2-(4-(3,4-difluorophenyl)-4-hydroxypiperidin-1-yl)-6-(1,3-dimethyl-1H-pyrazol-4-yl)pyridin-4-yl)(piperidin-1-yl)methanone